C1NCC12CCC(CC2)CN2CCN(CC2)C2=CC=C1C(=NN(C1=C2)C)C2C(NC(CC2)=O)=O 3-[6-[4-(2-azaspiro[3.5]nonan-7-ylmethyl)piperazin-1-yl]-1-methyl-indazol-3-yl]piperidine-2,6-dione